ClC=1C=C(C=CC1C)N1C(=CC=2C1=NC=CC2)C(=O)NC2CCC2 1-(3-Chloro-4-methylphenyl)-N-cyclobutyl-1H-pyrrolo[2,3-b]pyridine-2-carboxamide